CC=1C=C(C=NC1N1CCNCC1)CC1=CN=C2C(=NC(=NN21)NC(C)CCC)N 7-((5-methyl-6-(piperazin-1-yl)pyridin-3-yl)methyl)-N2-(pentan-2-yl)imidazo[2,1-f][1,2,4]triazine-2,4-diamine